CN(C12CC(C1)(C2)C=2SC1=C(N2)C=C(C=C1)[C@@H]1N(C[C@H](CC1)C)C(=O)OC(C)(C)C)C tert-butyl (2R,5S)-2-[2-[3-(dimethylamino)-1-bicyclo[1.1.1]pentanyl]-1,3-benzothiazol-5-yl]-5-methyl-piperidine-1-carboxylate